(R)-3-methyl-2-(((S)-N-methyl-1-tritylazepine-2-carboxamido)methyl)butanoic acid CC([C@@H](C(=O)O)CN(C(=O)C=1N(C=CC=CC1)C(C1=CC=CC=C1)(C1=CC=CC=C1)C1=CC=CC=C1)C)C